FC(C1=C(C=C(C=C1F)F)C1C2=C(NC(=C1C(=O)OC)CF)COC2=O)F methyl 4-(2-(difluoromethyl)-3,5-difluorophenyl)-2-(fluoromethyl)-5-oxo-1,4,5,7-tetrahydrofurano[3,4-b]pyridine-3-carboxylate